1-[(2,3-dihydro-1,4-benzodioxin-6-yl)sulfonyl]-N-(2-ethyl-5-benzoxazolyl)-4-piperidinecarboxamide O1CCOC2=C1C=CC(=C2)S(=O)(=O)N2CCC(CC2)C(=O)NC=2C=CC1=C(N=C(O1)CC)C2